2,4,5-trifluoroiodo(bromo)benzene FC1=C(C=C(C(=C1I)F)F)Br